BrC=1C=C2C=CN(C(C2=CC1)=O)C1C(N(C(CC1)=O)COCC[Si](C)(C)C)=O 3-(6-bromo-1-oxoisoquinolin-2(1H)-yl)-1-((2-(trimethylsilyl)ethoxy)methyl)piperidine-2,6-dione